2-(1-methyl-3-(4-(piperidin-1-ylsulfonyl)phenyl)ureido)-5-oxo-5H-thieno[3,2-b]pyran-6-carboxylic acid CN(C(=O)NC1=CC=C(C=C1)S(=O)(=O)N1CCCCC1)C1=CC=2OC(C(=CC2S1)C(=O)O)=O